(4-amino-3-fluorophenyl)dimethylphosphine oxide NC1=C(C=C(C=C1)P(C)(C)=O)F